(tert-butyl 5-(3-((4-(6-(2-oxopyrrolidin-1-yl) hexyl)-1-phenyl-1H-imidazol-2-yl) carbamoyl) phenyl) pyridin-2-yl) carbamate C(N)(OC1=NC=C(C=C1C(C)(C)C)C1=CC(=CC=C1)C(NC=1N(C=C(N1)CCCCCCN1C(CCC1)=O)C1=CC=CC=C1)=O)=O